tert-butyl 2-((5-chloro-2-(3-((2-(2,6-dioxopiperidin-3-yl)-1-oxoisoindolin-5-yl)methyl)ureido)-4-methoxyphenoxy)methyl)acrylate ClC=1C(=CC(=C(OCC(C(=O)OC(C)(C)C)=C)C1)NC(=O)NCC=1C=C2CN(C(C2=CC1)=O)C1C(NC(CC1)=O)=O)OC